FC1=C(C(=CC2=CN(N=C12)C)N=C(C1=CC=CC=C1)C1=CC=CC=C1)C N-(7-fluoro-2,6-dimethyl-indazol-5-yl)-1,1-diphenyl-methanimine